2,2,2-trifluoroethyltrifluoromethanesulfonic acid FC(COS(=O)(=O)C(F)(F)F)(F)F